N-((R)-1-(4-(ethylsulfonyl)phenyl)-2-hydroxyethyl)-3-fluoro-4-((S)-3-(4-(trifluoromethyl)phenoxy)pyrrolidin-1-yl)benzamide C(C)S(=O)(=O)C1=CC=C(C=C1)[C@H](CO)NC(C1=CC(=C(C=C1)N1C[C@H](CC1)OC1=CC=C(C=C1)C(F)(F)F)F)=O